3-fluoro-4-((6-methylpyridin-2-yl)oxy)aniline methyl-(R)-5-(8-(8-ethyl-4-methyl-2-oxo-2,3,4,5-tetrahydro-1H-benzo[b][1,4]diazepin-6-yl)isoquinolin-3-yl)picolinate COC(C1=NC=C(C=C1)C=1N=CC2=C(C=CC=C2C1)C1=CC(=CC=2NC(C[C@H](NC21)C)=O)CC)=O.FC=2C=C(N)C=CC2OC2=NC(=CC=C2)C